COCCN1N=CC(=C1)C1=CC=2N(C=N1)C(=CN2)N(CCN(C(OC(C)(C)C)=O)C)C tert-butyl (2-((7-(1-(2-methoxyethyl)-1H-pyrazol-4-yl)imidazo[1,2-c]pyrimidin-3-yl)(methyl)amino)ethyl)(methyl)carbamate